octanoic acid (octanoate) C(CCCCCCC)(=O)O.C(CCCCCCC)(=O)O